2-methyl-2,6-dihydropyrido[3,4-d]pyridazin-1,7-dione CN1N=CC=2C(C1=O)=CC(NC2)=O